ClC=1C(=NC(=NC1)N[C@@H]1C[C@@H]2CO[C@H]([C@H]1O)O2)C=2C=C1C3(C(=NC1=C(C2)F)C(C)(C)O)CCCC3 (1R,3R,4S,5S)-3-((5-chloro-4-(7'-fluoro-2'-(2-hydroxypropan-2-yl)spiro[cyclopentane-1,3'-indol]-5'-yl)pyrimidin-2-yl)amino)-6,8-dioxabicyclo[3.2.1]octan-4-ol